boronic acid formate salt C(=O)O.B(O)O